BrC=1C=C(C=CC1I)C1=CC=C(C=C1)N1C=2C=CC=CC2C(C2=CC=CC=C12)(C)C 10-(3'-bromo-4'-iodo-[1,1'-biphenyl]-4-yl)-9,9-dimethyl-9,10-dihydroacridine